N'-((1,2,3,5,6,7-hexahydrodicyclopenta[b,e]pyridin-8-yl)carbamoyl)-4-isopropylthiophene-2-sulfonimidamide C1CCC2=NC3=C(C(=C21)NC(=O)N=S(=O)(N)C=2SC=C(C2)C(C)C)CCC3